4-(6-hydroxy-3-nitropyridin-2-yl)morpholin-3-one OC1=CC=C(C(=N1)N1C(COCC1)=O)[N+](=O)[O-]